3-[1-(3-hydroxypropyl)indol-3-yl]-4-(1-methyl-5-methoxycarbonylindol-3-yl)-1H-pyrrole-2,5-dione OCCCN1C=C(C2=CC=CC=C12)C=1C(NC(C1C1=CN(C2=CC=C(C=C12)C(=O)OC)C)=O)=O